FC1=C(C(=CC=C1)I)C1(CCCC1)C#N 1-(2-Fluoro-6-iodophenyl)cyclopentane-1-carbonitrile